4-ETHYLFURAN-2-BORONIC ACID C(C)C=1C=C(OC1)B(O)O